C=C=CCCC(=O)O 5-hexadienoic acid